C(=C)C1=C2C=NNC2=CC=C1 4-vinyl-1H-indazole